ClC1=NN(C=C1NC=1N=CC2=C(N1)N(C(C(=C2)C2=CC=CC=C2)=O)C=2C=C(C=CC2)NC(OC(C)(C)C)=O)C tert-butyl (3-(2-((3-chloro-1-methyl-1H-pyrazol-4-yl)amino)-7-oxo-6-phenylpyrido[2,3-d]pyrimidin-8(7H)-yl)phenyl)carbamate